pyrimido[5,4-d]pyrimidin-2-amine N1=C(N=CC2=C1C=NC=N2)N